CC(C(=O)O)(CC)OC methyl-2-methoxybutanoic acid